C(CC1N=C(OC1)C(N)=O)C1N=C(OC1)C(N)=O ethylenebis(2-carbamoyl-2-oxazoline)